FC1=C(C=CC(=C1)OC1=CC(=CC=C1)C=1OC(=NN1)C(C)C)NC(OC(C)(C)C)=O tert-Butyl (2-fluoro-4-{3-[5-(propan-2-yl)-1,3,4-oxadiazol-2-yl]phenoxy}phenyl)carbamate